BrC=1C=C(C=C2C=C(N(C12)CC1CC1)C=1CNCCC1)C(=O)N(C)C 7-Bromo-1-(cyclopropylmethyl)-N,N-dimethyl-2-(1,2,5,6-tetrahydropyridin-3-yl)-1H-indole-5-carboxamide